C(C)(C)(C)OC(CCOCCOCCOCCO)=O.CS(=O)(=O)OCCOCCOCCOCCC(=O)OC(C)(C)C tert-butyl 3-(2-(2-(2-((methylsulfonyl)oxy)ethoxy)ethoxy)-ethoxy)propanoate tert-Butyl-3-{2-[2-(2-hydroxyethoxy)ethoxy]ethoxy}propanoate